4-chloro-5-((3S,4S)-3-fluoro-4-((6-fluoro-4-(1,3,5-trimethyl-1H-pyrazol-4-yl)pyridin-2-yl)oxy)pyrrolidin-1-yl)pyridazin-3(2H)-one ClC=1C(NN=CC1N1C[C@@H]([C@H](C1)OC1=NC(=CC(=C1)C=1C(=NN(C1C)C)C)F)F)=O